methyl 3-ethoxyethylpropionate C(C)OCCCCC(=O)OC